OC1CN(C1)C(=O)OC1CCC(CC1)C(N(CC12CCC(CC1)(CC2)C2=CC(=C(C=C2)OC)C)C2=NC=CC(=C2)N2C=NC(=C2)C(C)(C)C)=O 4-((4-(4-(tert-Butyl)-1H-imidazol-1-yl)pyridin-2-yl)((4-(4-methoxy-3-methylphenyl)bicyclo[2.2.2]octan-1-yl)methyl)carbamoyl)cyclohexyl trans-3-hydroxyazetidine-1-carboxylate